(R)-2-(4-(3-isopropyl-2-(8-methoxy-[1,2,4]triazolo[1,5-a]pyridin-6-yl)-1H-indol-5-yl)piperidin-1-yl)-1-(3-methylmorpholino)ethan-1-one C(C)(C)C1=C(NC2=CC=C(C=C12)C1CCN(CC1)CC(=O)N1[C@@H](COCC1)C)C=1C=C(C=2N(C1)N=CN2)OC